FC(C(C(C(C(C(C(C(F)(F)F)(F)F)(F)F)(F)F)(F)F)(F)F)(F)F)(S(=O)(=O)NCC(=O)O)F N-(perfluoro-1-octanesulphonyl)glycine